C(C)(=O)OO ETHANEPEROXOIC ACID